6-(imidazo[1,2-a]pyrazin-3-ylmethyl)-7-methyl-N-(3-(trifluoromethyl)phenyl)-4,5,6,7-tetrahydrothieno[2,3-c]pyridine-3-carboxamide N=1C=C(N2C1C=NC=C2)CN2C(C1=C(CC2)C(=CS1)C(=O)NC1=CC(=CC=C1)C(F)(F)F)C